(4aS,8aS)-4a-(2-chlorophenyl)octahydro-2H-benzo[b][1,4]oxazine hydrochloride Cl.ClC1=C(C=CC=C1)[C@@]12[C@@H](OCCN1)CCCC2